tert-butyl (3R,5S)-3,5-dimethyl-4-(pyridazin-3-ylmethyl)piperazine-1-carboxylate C[C@@H]1CN(C[C@@H](N1CC=1N=NC=CC1)C)C(=O)OC(C)(C)C